N-(5-bromo-2-methyl-1,2,4-triazol-3-yl)-1-tetrahydropyran-2-yl-indazol-5-amine BrC=1N=C(N(N1)C)NC=1C=C2C=NN(C2=CC1)C1OCCCC1